butyl N-{2-[(2-phenylethyl)carbamoyl]ethyl}carbamate C1(=CC=CC=C1)CCNC(=O)CCNC(OCCCC)=O